(R or S)-N-(2,5-dimethoxyphenyl)-3-(3-fluoro-4-methylphenyl)-3-(thiazol-2-yl)pyrrolidine-1-carbothioamide COC1=C(C=C(C=C1)OC)NC(=S)N1C[C@](CC1)(C=1SC=CN1)C1=CC(=C(C=C1)C)F |o1:15|